CC1CC2=C(C(=CC=C2)O)C(=O)O1 The molecule is an isochromane that is 3,4-dihydroisocoumarin bearing methyl and hydroxy substituents at positions 3 and 8 respectively. It derives from an isocoumarin.